N-(3-bromophenyl)-2,6,7-trichloro-N-methylquinazolin-4-amine BrC=1C=C(C=CC1)N(C1=NC(=NC2=CC(=C(C=C12)Cl)Cl)Cl)C